BrC(C(=O)NC=1C=C(C(=CC1O)F)C1=C(C(=C(C=C1F)F)F)F)(F)F 2-bromo-2,2-difluoro-N-(2',3',4',6,6'-pentafluoro-4-hydroxy-[1,1-biphenyl]-3-yl)acetamide